N4-[2-(dimethylamino)ethyl]-2-methoxy-N4-methyl-N1-[4-(1-methylindol-3-yl)pyrimidin-2-yl]-5-nitro-benzene-1,4-diamine CN(CCN(C1=CC(=C(C=C1[N+](=O)[O-])NC1=NC=CC(=N1)C1=CN(C2=CC=CC=C12)C)OC)C)C